6-(2-(cyano-2-propanyl)-2-pyridinyl)benzamide C(#N)CC(C)C1(NC=CC=C1)C1=CC=CC=C1C(=O)N